Tert-butyl 6-oxo-2,5-diazaspiro[3.4]octane-2-carboxylate O=C1NC2(CN(C2)C(=O)OC(C)(C)C)CC1